C(C=C)NC(=O)C1=NN(C=C1)CC=1SC(=CC1)C1=NOC(=N1)C(F)(F)F N-allyl-1-[[5-[5-(trifluoromethyl)-1,2,4-oxadiazol-3-yl]-2-thienyl]methyl]pyrazole-3-carboxamide